C(C)OC=1C=C(C=CC1O)/C=C/C(=O)C1=CC=C(C=C1)N1CCOCC1 (E)-3-(3-Ethoxy-4-hydroxyphenyl)-1-(4-morpholin-4-ylphenyl)prop-2-en-1-one